6-chloro-3-[2-(difluoromethyl)-4-Pyridyl]pyridin-2-amine ClC1=CC=C(C(=N1)N)C1=CC(=NC=C1)C(F)F